(R)-3-amino-N-(5,6-difluoro-7-(piperazin-1-yl)chroman-3-yl)-6-methylthieno[2,3-b]pyridine-2-carboxamide NC1=C(SC2=NC(=CC=C21)C)C(=O)N[C@H]2COC1=CC(=C(C(=C1C2)F)F)N2CCNCC2